C1(CC1)C=1N=CC2=C3C(=CC(=C2C1)S(NCC(C)C)(=O)=O)[C@@H](C[C@H]3NC=3C=C(C=NC3)C(=O)OCC)NC(=O)C=3C=NC=CC3 |r| ethyl 5-[[trans-(7RS,9RS)-3-cyclopropyl-5-(2-methylpropylsulfamoyl)-7-(pyridine-3-carbonylamino)-8,9-dihydro-7H-cyclopenta[h]isoquinolin-9-yl]amino]pyridine-3-carboxylate